C(C)(C)C1=NOC(=N1)C1CCN(CC1)C=1SC2=NC(=CC=C2N1)C1=CC=C(C=C1)C(=O)N1CCOCC1 (4-(2-(4-(3-isopropyl-1,2,4-oxadiazol-5-yl)piperidin-1-yl)thiazolo[5,4-b]pyridin-5-yl)phenyl)(morpholino)methanone